dioctyloxydodecenyl-butoxy methyl ether COOC(CCC)C=CCCCCCCCCCC(OCCCCCCCC)OCCCCCCCC